(S)-3-(5-(2-(2-aminopyridin-3-yl)-5-(1H-pyrazol-1-yl)-3H-imidazo[4,5-b]pyridin-3-yl)-2,3-dihydro-1H-inden-1-yl)-7-hydroxy-2-methyl-4-oxo-3,4-dihydroquinazoline-6-carbaldehyde NC1=NC=CC=C1C1=NC=2C(=NC(=CC2)N2N=CC=C2)N1C=1C=C2CC[C@@H](C2=CC1)N1C(=NC2=CC(=C(C=C2C1=O)C=O)O)C